C(C)OC(=O)C=1C(=C(NC1)C1=CC=C(C=C1)C(F)(F)F)C1=CC(=C(C=C1)OC)OC (3,4-Dimethoxyphenyl)-2-(4-(trifluoromethyl)phenyl)Azole-4-carboxylic acid ethyl ester